C(C)(=O)O[C@@H]1C[C@@H]2CC(CC[C@@]2([C@H]2CC[C@@]3([C@H](CC[C@H]3[C@H]12)[C@@H](CCC(=O)O)C)C)C)C1CCC(CC1)C1=CC=CC=C1 (4R)-4-((5S,7R,8R,9S,10S,13R,14S,17R)-7-acetoxy-10,13-dimethyl-3-(4-phenylcyclohexyl)hexadecahydro-1H-cyclopenta[a]phenanthren-17-yl)pentanoic acid